CC=1C=C2N[C@H](CN(C2=CC1C)C(C)C)C1=CC=CC=C1 (S)-6,7-dimethyl-1-isopropyl-3-phenyl-1,2,3,4-tetrahydroquinoxaline